N1=CC=C(C=C1)CN1C(C2=CC=CC=C2CC1)=O 2-(pyridin-4-ylmethyl)-1-oxo-1,2,3,4-tetrahydroisoquinoline